N-(4-((7-cyano-2-((4,4-difluoro-4,5,6,7-tetrahydropyrazolo[1,5-a]pyridin-2-yl)amino)-1-methyl-1H-imidazo[4,5-b]pyridin-6-yl)oxy)pyridin-2-yl)morpholine-4-carboxamide C(#N)C1=C2C(=NC=C1OC1=CC(=NC=C1)NC(=O)N1CCOCC1)N=C(N2C)NC2=NN1C(C(CCC1)(F)F)=C2